N-benzoyl-2-aminoethyl β-D-glucopyranoside O([C@H]1[C@H](O)[C@@H](O)[C@H](O)[C@H](O1)CO)CCNC(C1=CC=CC=C1)=O